B(OC1(C(C(C(C(=C1F)F)F)(F)C1=CC=CC=C1)(F)C1=CC=CC=C1)C1=CC=CC=C1)([O-])[O-] (triphenylpentafluorophenyl) borate